N-[3-phenylpropenoyl]-N'-(thiazol-2-yl)thiourea C1(=CC=CC=C1)C=CC(=O)NC(=S)NC=1SC=CN1